4-(5-(4-(isopropylsulfinyl)phenyl)thiazol-2-yl)benzaldehyde C(C)(C)S(=O)C1=CC=C(C=C1)C1=CN=C(S1)C1=CC=C(C=O)C=C1